FC(C1=CC=C(C=C1)C1=CC=C(C=C1)NC=1N=NNC1C(=O)O)(F)F 4-((4'-(trifluoromethyl)-[1,1'-biphenyl]-4-yl)amino)-1H-1,2,3-triazole-5-carboxylic acid